methyl cis-5-(hexahydrofuro[3,4-b]pyrazin-1(2H)-yl)pyridine-2-carboxylate N1([C@@H]2[C@H](NCC1)COC2)C=2C=CC(=NC2)C(=O)OC